hafnium niobium tantalum titanium zirconium [Zr].[Ti].[Ta].[Nb].[Hf]